CC=1NC(SC1C)=NC(=O)C1C(C1(C)C)(C)C N-(4,5-dimethylthiazol-2(3H)-ylidene)-2,2,3,3-tetra-methylcyclopropane-1-carboxamide